4-(1-(2-(piperidin-4-yl)ethyl)-1H-1,2,3-triazol-4-yl)-N-(2-(pyrrolidin-1-ylmethyl)-1H-benzo[d]imidazol-5-yl)benzamide hydrochloride Cl.N1CCC(CC1)CCN1N=NC(=C1)C1=CC=C(C(=O)NC2=CC3=C(NC(=N3)CN3CCCC3)C=C2)C=C1